CC=1C=C2C(NC(=NC2=CC1)CCC(=O)N1CCN(CC1)C1=CC=C(C=N1)C#N)=O 6-[4-[3-(6-methyl-4-oxo-3H-quinazolin-2-yl)propionyl]piperazin-1-yl]pyridine-3-carbonitrile